Tert-butyl-((3R,5R)-1-(2-(6-bromo-1-(cyclopropylmethyl)-1H-indol-2-yl)-4-methoxy-3-methylbenzo[b]thiophene-6-carbonyl)-5-fluoropiperidin-3-yl) carbamate C(N)(O[C@H]1C(N(C[C@@H](C1)F)C(=O)C=1C=C(C2=C(SC(=C2C)C=2N(C3=CC(=CC=C3C2)Br)CC2CC2)C1)OC)C(C)(C)C)=O